2-(tert-Butoxycarbonyl)-N6-(4-phenyl-1H-1,2,3-triazole-1-carbonyl)-L-lysine tert-butyl ester C(C)(C)(C)OC(C(N)(CCCCNC(=O)N1N=NC(=C1)C1=CC=CC=C1)C(=O)OC(C)(C)C)=O